FC(C=1C=CC=2N(N1)C(=CN2)C2=CC(=NC=N2)N2CC(CCC2)NS(=O)(=O)C)F N-(1-(6-(6-(Difluoromethyl)imidazo[1,2-b]pyridazin-3-yl)pyrimidin-4-yl)piperidin-3-yl)methanesulfonamide